5-chloro-N-(2-cyano-6-fluorophenyl)-2-((3-fluoro-4-(piperazin-1-yl)phenyl)amino)pyrimidine-4-carboxamide ClC=1C(=NC(=NC1)NC1=CC(=C(C=C1)N1CCNCC1)F)C(=O)NC1=C(C=CC=C1F)C#N